5-(2-chloro-5-(isobutyramidomethyl)benzamido)-1-ethyl-N-(3-fluoro-5-(trifluoromethyl)phenyl)-1H-indole-2-carboxamide ClC1=C(C(=O)NC=2C=C3C=C(N(C3=CC2)CC)C(=O)NC2=CC(=CC(=C2)C(F)(F)F)F)C=C(C=C1)CNC(C(C)C)=O